O1CCN(CC1)C1=CC(=NC=N1)N1CC(CC1)NC1=CC=CC=C1 1-(6-Morpholinopyrimidin-4-yl)-N-phenylpyrrolidin-3-amine